C(C1=CC=CC=C1)OCCCO[C@H](CCO)C (S)-3-(3-(benzyloxy)propoxy)butan-1-ol